[Br-].C(CC)[N+](CCCC)(C)C propyl-dimethyl-butyl-ammonium bromide